CC1=CC=CC(=N1)C1=C(N=CN1)C=1C=C2C=C(C=NC2=CC1)C1=CCC(CC1)NC(C)=O N-[4-[6-[5-(6-methyl-2-pyridyl)-1H-imidazol-4-yl]-3-quinolyl]cyclohex-3-en-1-yl]acetamide